3-(ethylsulfonyl)-N'-hydroxy-5-(4-(trifluoromethoxy)phenyl)-N-(5-(trifluoromethyl)pyridin-2-yl)picolinimidamide C(C)S(=O)(=O)C=1C(=NC=C(C1)C1=CC=C(C=C1)OC(F)(F)F)C(NC1=NC=C(C=C1)C(F)(F)F)=NO